ClC1=NC(=C2C(=N1)N(N=C2C)C)NCC2=CC=C(C=C2)F 6-chloro-N-(4-fluorobenzyl)-1,3-dimethyl-1H-pyrazolo[3,4-d]pyrimidin-4-amine